[(R)-1-cyclopropylethyl]-7-morpholino-5-(3-phenylpyrazol-1-yl)pyrazolo[1,5-a]pyrimidine-2-carboxamide C1(CC1)[C@@H](C)C=1C(=NN2C1N=C(C=C2N2CCOCC2)N2N=C(C=C2)C2=CC=CC=C2)C(=O)N